1,2-bis-(2-maleimidoethoxy)-ethane C1(C=CC(N1CCOCCOCCN1C(C=CC1=O)=O)=O)=O